4-(3-Fluoro-4-carboxyphenyl)piperazine-1-carboxylic acid tert-butyl ester C(C)(C)(C)OC(=O)N1CCN(CC1)C1=CC(=C(C=C1)C(=O)O)F